3-((3-((E)-4-(((cis)-2,6-dimethylpiperidin-1-yl)methyl)styryl)-1H-indazol-6-yl)methylene)-4-phenylpyrrol-2-one trifluoroacetate FC(C(=O)O)(F)F.C[C@@H]1N([C@@H](CCC1)C)CC1=CC=C(/C=C/C2=NNC3=CC(=CC=C23)C=C2C(NC=C2C2=CC=CC=C2)=O)C=C1